C(CCCCCCCCC)/C(/C(=O)O)=C\C=1C=C(C(=C(C1)C(N)=O)N)C1=CC=C(C=C1)S(N)(=O)=O decyl-(E)-3-(6-amino-5-carbamoyl-4'-sulfamoyl-[1,1'-biphenyl]-3-yl)acrylic acid